C(#N)CC1=C(C=CC=C1C(F)F)C(C)=N[S@](=O)C(C)(C)C (R)-N-(1-(2-(cyanomethyl)-3-(difluoromethyl)phenyl)ethylidene)-2-methylpropane-2-sulfinamide